(6Ar,10aR)-3-(3-hydroxypentyl)-6,6,9-trimethyl-6a,7,8,10a-tetrahydrobenzo[c]chromen-1-ol OC(CCC=1C=C(C=2[C@H]3[C@H](C(OC2C1)(C)C)CCC(=C3)C)O)CC